C(C)(C)(C)OC(N=S(=O)(C)CC=1C=CC2=C(C=C(O2)C(NC2=C(C=CC(=C2)C2=CC=C(C=C2)F)NC(=O)OC(C)(C)C)=O)C1)=O.CC=1C=CC(=NC1)N1CCNCC1 1-(5-methyl-2-pyridinyl)piperazine tert-butyl-N-[[2-[[2-(tert-butoxycarbonylamino)-5-(4-fluorophenyl)phenyl]carbamoyl]benzofuran-5-yl]methyl-methyl-oxo-sulfanylidene]carbamate